CCCCCCCCCCCCCCCCCCCCCCCCC(=O)N[C@@H](CO)[C@@H](CCCCCCCCCCCC(C)C)O The molecule is a N-acyl-15-methylhexadecasphinganine in which the acyl group has 25 carbons and 0 double bonds. It has a role as a Caenorhabditis elegans metabolite.